tert-butyl 4-(2-(5-methoxy-2-methyl-1,2,3,4-tetrahydroisoquinolin-7-yl)-5-tosyl-5H-pyrrolo[2,3-b]pyrazin-7-yl)-2-methylbenzoate COC1=C2CCN(CC2=CC(=C1)C=1N=C2C(=NC1)N(C=C2C2=CC(=C(C(=O)OC(C)(C)C)C=C2)C)S(=O)(=O)C2=CC=C(C)C=C2)C